methyl-(2,4-dicyanatophenyl)ketone CC(=O)C1=C(C=C(C=C1)OC#N)OC#N